C1(CCCC1)S(=O)(=O)C(=[N+]=[N-])S(=O)(=O)C1=CC=C(C=C1)OC cyclopentylsulfonyl-(4-methoxyphenylsulfonyl)diazomethane